C(CC)C=1N(C(N(C1CCC)[Si](C)(C)C)=S)[Si](C)(C)C 4,5-dipropyl-1,3-bis(trimethylsilyl)-imidazole-2-thione